C(C)N(CC)CC1=CC2=C(C(N(C=C2C(F)(F)F)C2=CC(=CC=C2)C2(CCC2)C2=NN=CN2C)=O)N1 2-(diethylaminomethyl)-6-[3-[1-(4-methyl-1,2,4-triazol-3-yl)cyclobutyl]phenyl]-4-(trifluoromethyl)-1H-pyrrolo[2,3-c]pyridin-7-one